4-(5-(((4-Cyanophenyl)sulfonyl)methyl)-2-(trifluoromethyl)oxazolidin-3-yl)-2-(trifluoromethyl)benzonitril C(#N)C1=CC=C(C=C1)S(=O)(=O)CC1CN(C(O1)C(F)(F)F)C1=CC(=C(C#N)C=C1)C(F)(F)F